(R)-N-(2-(4-cyanothiazolidin-3-yl)-2-oxoethyl)-6-(3-methoxy-3-methylazetidin-1-yl)-quinoline-4-carboxamide C(#N)[C@H]1N(CSC1)C(CNC(=O)C1=CC=NC2=CC=C(C=C12)N1CC(C1)(C)OC)=O